1-(4-(5-amino-1,4-dimethyl-1H-pyrrolo[2,3-b]pyridin-3-yl)piperidin-1-yl)-2-methylpropan-1-one NC=1C(=C2C(=NC1)N(C=C2C2CCN(CC2)C(C(C)C)=O)C)C